4-(2,2,2-trifluoroethyl)piperazin-1-sulfonamid FC(CN1CCN(CC1)S(=O)(=O)N)(F)F